NC1=NC=CC(=C1Cl)SC=1C=CC=2C(=NC=C(N2)N2CCC3(CC2)[C@@H](C2=CC=CC(=C2C3)OC)N)N1 (S)-1'-(6-((2-amino-3-chloropyridin-4-yl)thio)pyrido[2,3-b]pyrazin-2-yl)-4-methoxy-1,3-dihydrospiro[inden-2,4'-piperidin]-1-amine